butyl N-[1-(5-chloro-2-pyridyl)-5-[1-[[3-chloro-5-(trifluoromethyl)benzoyl]amino] ethyl]-1,2,4-triazol-3-yl]carbamate ClC=1C=CC(=NC1)N1N=C(N=C1C(C)NC(C1=CC(=CC(=C1)C(F)(F)F)Cl)=O)NC(OCCCC)=O